isopenta-an CCC(C)C